((7-fluoroquinolin-6-yl)methyl)-M-(imidazo[1,2-a]pyridin-8-ylmethyl)cyclohexane-1,4-diamine FC1=C(C=C2C=CC=NC2=C1)CC1(CC(C(CC1)N)CC=1C=2N(C=CC1)C=CN2)N